N[C@H](C(=O)[O-])CC#C (2S)-2-amino-4-pentynoate